tert-butyl ((1-((2-(3,5-dichlorophenyl)-6-((6-(4-((1-(hydroxymethyl)cyclopropyl)methyl)piperazin-1-yl)pyridin-3-yl)oxy)pyridin-4-yl)methyl)piperidin-4-yl)methyl)carbamate ClC=1C=C(C=C(C1)Cl)C1=NC(=CC(=C1)CN1CCC(CC1)CNC(OC(C)(C)C)=O)OC=1C=NC(=CC1)N1CCN(CC1)CC1(CC1)CO